N-[2-[4-(3,5-difluoroadamantane-1-carbonyl)piperazin-1-yl]-2-oxo-ethyl]prop-2-enamide FC12CC3(CC(CC(C1)(C3)F)C2)C(=O)N2CCN(CC2)C(CNC(C=C)=O)=O